tert-butyl (5-methylpyridin-3-yl)carbamate CC=1C=C(C=NC1)NC(OC(C)(C)C)=O